3,6-bis(4-propylphenylethynyl)-9,10-bis(4-(4-propylphenylethynyl)phenyl)phenanthrene C(CC)C1=CC=C(C=C1)C#CC=1C=CC=2C(=C(C3=CC=C(C=C3C2C1)C#CC1=CC=C(C=C1)CCC)C1=CC=C(C=C1)C#CC1=CC=C(C=C1)CCC)C1=CC=C(C=C1)C#CC1=CC=C(C=C1)CCC